(2R,6R)-2-methyl-6-(1H-pyrazol-4-yl)-4-(4-(6-(trifluoromethyl)imidazo[1,2-a]pyridin-3-yl)pyrimidin-2-yl)morpholine C[C@@H]1CN(C[C@H](O1)C=1C=NNC1)C1=NC=CC(=N1)C1=CN=C2N1C=C(C=C2)C(F)(F)F